C(C)(C)(C)OC(=O)N1[C@@H](COCC1)C=1C=C(C=C2CCN(CC12)C(C(C)(C)O)=O)C=1C=C2C(=NC1)NC(=C2CC)Cl (R)-3-(6-(2-chloro-3-ethyl-1H-pyrrolo[2,3-b]pyridin-5-yl)-2-(2-hydroxyl-2-Methylpropionyl)-1,2,3,4-tetrahydroisoquinolin-8-yl)morpholine-4-carboxylic acid tert-butyl ester